asparaginyl-benzene methyl-propionate COC(CC)=O.N[C@@H](CC(N)=O)C(=O)C1=CC=CC=C1